N1(N=CN=C1)C1=CC=C(C=C1)C(\C=C\C1=C(C=CC(=C1)F)Cl)=O (E)-1-(4-(1H-1,2,4-triazol-1-yl)phenyl)-3-(2-chloro-5-fluorophenyl)prop-2-en-1-one